8-fluoro-6-((S)-2-((3aR,5R,6aS)-5-(2-fluorophenoxy)-3a-hydroxycyclopenta[c]pyrrol-2(1H)-yl)-1-hydroxyethyl)-3,4-dihydroquinolin-2(1H)-one FC=1C=C(C=C2CCC(NC12)=O)[C@@H](CN1CC=2[C@@](C1)(C=C(C2)OC2=C(C=CC=C2)F)O)O